C(C)NCCOC1=CC=C(OC=2C3=C(SC2C(=O)C2=CC(=CC=C2)F)C=C(C=C3)OC)C=C1 (3-(4-(2-(Ethylamino)ethoxy)phenoxy)-6-methoxybenzo[b]thiophen-2-yl)(3-fluorophenyl)methanone